4-(azetidin-1-yl)-8-chloro-9-methyl-pyrido[3',2':4,5]thieno[3,2-d]pyrimidine N1(CCC1)C=1C2=C(N=CN1)C1=C(S2)N=CC(=C1C)Cl